5,5-difluoro-5a-methyl-1H,4H,4aH,5H,5aH,6H-cyclopropa[f]indazole-3-carboxamide FC1(C2CC=3C(=NNC3CC21C)C(=O)N)F